N1(CCCC1)CCCCOC(C(CCCNC(C(CCCNC(CCCCCCCC=CCC=CCCCCC)=O)NC(CCCCCCC\C=C/C\C=C/CCCCC)=O)=O)NC(C(CCCNC(CCCCCCC\C=C/C\C=C/CCCCC)=O)NC(CCCCCCC\C=C/C\C=C/CCCCC)=O)=O)=O 4-pyrrolidin-1-ylbutyl-2,5-bis[2,5-bis[[(9Z,12Z)-octadeca-9,12-dienoyl]amino]pentanoylamino]pentanoate